2-(4-chlorophenyl)-1-methyl-1H-indole-5-carboxylic acid ClC1=CC=C(C=C1)C=1N(C2=CC=C(C=C2C1)C(=O)O)C